NC1=NC(=NC=C1C#N)N1C[C@@H](N([C@@H](C1)C)C(=O)NCCC1CCN(CC1)CC1=CC=CC=C1)C (2S,6R)-4-(4-amino-5-cyanopyrimidin-2-yl)-N-[2-(1-benzylpiperidin-4-yl)ethyl]-2,6-dimethylpiperazine-1-carboxamide